[C@H]12OC[C@H](N(C1)C1CCN(CC1)C1=C(C=C(C(=C1)OC)NC1=NC=NC(=C1)N1OCC[C@@H]1C1=CC=CC=C1)NC(C=C)=O)C2 N-(2-(4-((1R,4R)-2-oxa-5-azabicyclo[2.2.1]heptane-5-yl)piperidine-1-yl)-4-methoxy-5-((6-((R)-3-phenylisoxazolidine-2-yl)pyrimidine-4-yl)amino)phenyl)acrylamide